N1=CN=C(C2=C1SC=C2)N thieno[2,3-d]Pyrimidin-4-amine